benzyl (3-((tert-butyldimethylsilyl)oxy)-1-hydroxybutan-2-yl)(2,2-difluoroethyl)carbamate [Si](C)(C)(C(C)(C)C)OC(C(CO)N(C(OCC1=CC=CC=C1)=O)CC(F)F)C